C(C)C1=NNC(=C1)CC(=O)N (3-ethyl-1H-pyrazol-5-yl)acetamide